2-cyanoethylimidazole C(#N)CCC=1NC=CN1